5-(3-(trifluoromethyl)phenyl)-N-(3-(2-(4-methylpiperazin-1-yl)propyl)-1,2,4-thiadiazole-5-yl)furan-3-carboxamide FC(C=1C=C(C=CC1)C1=CC(=CO1)C(=O)NC1=NC(=NS1)CC(C)N1CCN(CC1)C)(F)F